7-(((2S,5R)-5-((N-(2,2,2-trifluoroethyl)sulfamoyl)amino)tetrahydro-2H-pyran-2-yl)methyl)-2,7-diazaspiro[3.5]nonan FC(CNS(=O)(=O)N[C@@H]1CC[C@H](OC1)CN1CCC2(CNC2)CC1)(F)F